C(C(C)C)N1N=CC(=N1)NCC1=C(N=NN1C)C1=CC=C(C(=N1)C)O[C@@H]1C[C@H](CCC1)C(=O)OC(C)C Isopropyl (1S,3S)-3-((6-(5-(((2-isobutyl-2H-1,2,3-triazol-4-yl)amino)methyl)-1-methyl-1H-1,2,3-triazol-4-yl)-2-methylpyridin-3-yl)oxy)cyclohexane-1-carboxylate